(4-cyclopropyl-2-fluorophenyl)acetamide C1(CC1)C1=CC(=C(C=C1)CC(=O)N)F